N-(5-(3-(9H-purin-6-yl)pyridin-2-ylamino)-2-fluorophenyl)-3-chloro-5-(trifluoromethyl)benzamide N1=CN=C2NC=NC2=C1C=1C(=NC=CC1)NC=1C=CC(=C(C1)NC(C1=CC(=CC(=C1)C(F)(F)F)Cl)=O)F